(R)-N-(4-cyclobutyl-3-(4-methoxyphenyl)-1-methyl-1H-pyrazol-5-yl)-2-(2,2,3,3-tetrafluorocyclobutyl)acetamide C1(CCC1)C=1C(=NN(C1NC(C[C@H]1C(C(C1)(F)F)(F)F)=O)C)C1=CC=C(C=C1)OC